2',3',5',6'-tetrahydro-5H-spiro[furo[3,4-d]pyrimidine-7,4'-pyran]-2-carbonitrile O1CCC2(CC1)OCC1=C2N=C(N=C1)C#N